ClC=1C(=NC=CC1)\C=C\C1=CC(=C(C=C1)C(C)C)OC (E)-3-Chloro-2-(4-isopropyl-3-methoxyphenylvinyl)pyridine